BrC=1C=C(C=CC1F)C(CC(CC1CC1)=O)=O 1-(3-bromo-4-fluorophenyl)-4-cyclopropylbutane-1,3-dione